NCC1=NNC(C2=CC=C(C=C12)C1(CC1)C(=O)N(C1CCCC=2C=CC=NC12)CC1=NC=C(C=C1)C1=C(C=CC=C1F)F)=O 1-(4-(aminomethyl)-1-oxo-1,2-dihydro-phthalazin-6-yl)-N-((5-(2,6-difluorophenyl)pyridin-2-yl)methyl)-N-(5,6,7,8-tetrahydroquinolin-8-yl)cyclopropane-1-carboxamide